NC1=C(C#N)C=CN=C1N1CC2(CC1)OCCCC2 3-amino-2-(6-oxa-2-azaspiro[4.5]decan-2-yl)isonicotinonitrile